6-(difluoromethoxy)pyridin-2-amine FC(OC1=CC=CC(=N1)N)F